6-fluoro-3,3-dimethyl-7-nitroisoindolin-1-one FC1=CC=C2C(NC(C2=C1[N+](=O)[O-])=O)(C)C